OC(=O)C(F)(F)F.NC1=C(C=C(C(=O)N2CCC(CC2)(O)CCCCNC(=O)N2CC3=CC=CC=C3C2)C=C1)O N-(4-(1-(4-amino-3-hydroxybenzoyl)-4-hydroxypiperidin-4-yl)butyl)isoindoline-2-carboxamide TFA salt